O=C1NC(CCC1N1C(N(C2=C1C=CC(=C2)C2=CCC(CC2)C(=O)OC)C)=O)=O methyl 4-[1-(2,6-dioxo-3-piperidyl)-3-methyl-2-oxo-benzimidazol-5-yl]cyclohex-3-ene-1-carboxylate